ethanone, formate salt C(=O)O.C(C)=O